N1C=C(C2=CC=CC=C12)C=1NC(=C(N1)C(=O)C1=CC(=C(C(=C1)OC)OC)OC)[2H] (2-(1H-indol-3-yl)-1H-imidazol-4-yl-5-d)(3,4,5-trimethoxyphenyl)methanone